N-ethyl-N-(2-(5-fluoro-1H-indol-3-yl)ethyl)butan-2-amine C(C)N(C(C)CC)CCC1=CNC2=CC=C(C=C12)F